1,10-dioxo-5,8-dioxo-2,11-diazatridecane O=CNCCC(CCC(CC(NCC)=O)=O)=O